(2S,4R)-N-[(S)-(5-cyclopropyl-6-fluoropyridin-2-yl)(phenyl)methyl]-4-fluoro-1-[2-(4-methyl-5-oxo-4,5-dihydro-1H-1,2,4-triazol-3-yl)acetyl]pyrrolidine-2-carboxamide C1(CC1)C=1C=CC(=NC1F)[C@@H](NC(=O)[C@H]1N(C[C@@H](C1)F)C(CC1=NNC(N1C)=O)=O)C1=CC=CC=C1